C1(=CC=CC=C1)CCC(SCCCCCCC(=O)NC=1SC(=C(N1)C1=CC=CC=C1)C)=O S-(7-((5-methyl-4-phenylthiazol-2-yl)amino)-7-oxoheptyl) 3-phenylpropanethioate